cis-2-[[8-[[4-(trifluoromethyl)phenyl]methyl]imidazo[1,5-a]pyridine-1-carbonyl]amino]spiro[3.3]heptane-6-carboxylic acid FC(C1=CC=C(C=C1)CC=1C=2N(C=CC1)C=NC2C(=O)NC2CC1(C2)CC(C1)C(=O)O)(F)F